[N+](=O)([O-])C1=C(C=C(C=C1)OC1=C(C(=C(C(=C1F)F)F)F)F)S(=O)(=O)Cl 2-nitro-5-(perfluorophenoxy)benzenesulfonyl chloride